COC(C)(C)C=1C=C(C2=C(N=C(O2)N2CC3N(C(C2)C3)C(=O)OC(C)(C)C)C1)C=1SC=CN1 tert-Butyl 3-(5-(2-methoxypropan-2-yl)-7-(thiazol-2-yl)benzo[d]oxazol-2-yl)-3,6-diazabicyclo[3.1.1]heptane-6-carboxylate